C(C)N1CCN(CC1)C1=C(C=C(C(=C1)OC)NC1=NC=NC(=C1)N1OCC[C@@H]1C1=CC(=CC=C1)OC1=CC=CC=C1)NC(C=C)=O (R)-N-(2-(4-ethylpiperazin-1-yl)-4-methoxy-5-((6-(3-(3-phenoxyphenyl)isoxazolidine-2-yl)pyrimidin-4-yl)amino)phenyl)acrylamide